N[C@@H]([C@H]1C(NC2=C(O1)N=CC(=C2)C=2C=NN(C2)C)=O)C2=CC=CC=C2 (3S)-3-[(R)-amino(phenyl)methyl]-7-(1-methylpyrazol-4-yl)-1H-pyrido[2,3-b][1,4]oxazin-2-one